FC=1C=C(C=CC1F)N1[C@@H](CCCC1=O)C1=NC2=C(N1[C@@H]1CC[C@H](CC1)OC)C=CC(=C2)NC(CN(C)C)=O N-(2-((S)-1-(3,4-difluorophenyl)-6-oxopiperidine-2-yl)-1-((trans)-4-methoxycyclohexyl)-1H-benzo[d]imidazol-5-yl)-2-(dimethylamino)acetamide